1-[5-(5-chloro-2-methoxypyridin-4-yl)-1H-pyrazole-3-carbonyl]-N-{4-hydroxybicyclo[2.2.2]octan-1-yl}piperidine-4-carboxamide ClC=1C(=CC(=NC1)OC)C1=CC(=NN1)C(=O)N1CCC(CC1)C(=O)NC12CCC(CC1)(CC2)O